COC1=C(C=CC=C1C1=NOC(=N1)C)NC1=NCN(C=C1)C 4-((2-methoxy-3-(5-methyl-1,2,4-oxadiazol-3-yl)phenyl)amino)-N-methylpyrimidine